BrC1=CC=C2C(=N1)N=C(O2)N[C@H]2CN(CCC2)CC 5-bromo-N-[(3R)-1-ethyl-3-piperidyl]oxazolo[4,5-b]pyridin-2-amine